NC=1C=C(OC2=C(C=CC=C2)C2=C(C=CC=C2)OC2=CC(=CC=C2)N)C=CC1 2,2'-bis(3-aminophenoxy)biphenyl